2-(tert-butylamino)-4-(((1R,3R,4R)-3-hydroxy-4-methylcyclohexyl)amino)pyrimidine-5-carboximidamide C(C)(C)(C)NC1=NC=C(C(=N1)N[C@H]1C[C@H]([C@@H](CC1)C)O)C(N)=N